(2R,3S,4S)-4-hydroxy-2-[(4-methoxyphenyl)methyl]pyrrolidin-3-yl N-methylcarbamate CNC(O[C@H]1[C@H](NC[C@@H]1O)CC1=CC=C(C=C1)OC)=O